5-((2-(1-(2-((tert-butyldimethylsilyl)oxy)ethyl)-1H-pyrazol-4-yl)pyridin-4-yl)oxy)pyridin-2-amine [Si](C)(C)(C(C)(C)C)OCCN1N=CC(=C1)C1=NC=CC(=C1)OC=1C=CC(=NC1)N